C(CCCCCCCCC)C1=C(C=2NC3=CC=CC=C3SC2C=C1)CCCCCCCCCC di-decyl-phenothiazine